C(C)(C)(C)C1=CC=C(C=C1)CCS(=O)(=O)F (E)-2-(4-(tert-butyl)phenyl)ethane-1-sulfonyl fluoride